(R)-1-Boc-3-piperidineformamide C(=O)(OC(C)(C)C)N1C[C@@H](CCC1)C(=O)N